N(=[N+]=[N-])[C@H]1C(O[C@@H]([C@H]([C@@H]1OCC1=CC=CC=C1)OCC1=CC=CC=C1)COCC1=CC=CC=C1)O[C@@H]([C@H]([C@H](CO[Si](C1=CC=CC=C1)(C1=CC=CC=C1)C(C)(C)C)OCC1=CC=CC=C1)OCC1=CC=CC=C1)COC1=CC=C(C=C1)OC 4-O-[2-azido-3,4,6-tri-O-benzyl-2-deoxy-alpha,beta-D-glucopyranosyl]-2,3-di-O-benzyl-5-O-(4-methoxyphenyl)-1-O-tert-butyldiphenylsilyl-D-ribitol